BrC1=CC(=C(C=C1C1=CC2=C(N=C(N=C2)NC)N2C1=NCC2)NC(=O)NC2=CC=CC=C2)F 1-(4-bromo-2-fluoro-5-(2-(methylamino)-8,9-dihydroimidazo[1',2':1,6]pyrido[2,3-d]pyrimidin-6-yl)phenyl)-3-phenylurea